Butylamine hydrochloride Cl.C(CCC)N